N1N=CC2=CC=C(C=C12)C1=C(C(=O)O)C=CC=C1 2-(1H-indazol-6-yl)-benzoic acid